ClC1=C(C(=CC=C1)B1OC(C(O1)(C)C)(C)C)CCCCC(=O)OCC Ethyl 5-(2-chloro-6-(4,4,5,5-tetramethyl-1,3,2-dioxaborolan-2-yl)phenyl)pentanoate